FC(C1=CC=C(C=N1)C=1C(=NC(=NC1)NC=1C=NN(C1)C)NC=1C=C(C=CC1F)NC(C=C)=O)F N-(3-((5-(6-(difluoromethyl)pyridin-3-yl)-2-((1-methyl-1H-pyrazol-4-yl)amino)pyrimidin-4-yl)amino)-4-fluorophenyl)acrylamide